C(C)(C)N1C(=NN=C1)C1=CC=CC(=N1)NC(=O)NC=1C=NN(C1)C 1-(6-(4-isopropyl-4H-1,2,4-triazol-3-yl)pyridin-2-yl)-3-(1-methyl-1H-pyrazol-4-yl)urea